N1C(=CC=C1)C=C pyrrolyl-ethylene